CC1=NOC(=C1C1=CC2=C(N(C(=N2)[C@@H]2CCC(N2C2=CC(=C(C=C2)OC)F)=O)C2CC(OCC2)C)C=C1)C (5S)-5-(5-(3,5-dimethylisoxazol-4-yl)-1-(2-methyltetrahydro-2H-pyran-4-yl)-1H-benzo[d]imidazol-2-yl)-1-(3-fluoro-4-methoxyphenyl)pyrrolidin-2-one